5-(4-((8-(difluoromethoxy)-2-methyl-3-oxo-3,4-dihydroquinoxalin-6-yl)methyl)piperazin-1-yl)-6-fluoro-N-((1S,2R)-2-fluorocyclopropyl)pyridine FC(OC=1C=C(C=C2NC(C(=NC12)C)=O)CN1CCN(CC1)C=1C=CCN(C1F)[C@@H]1[C@@H](C1)F)F